C(C)OC(=O)N1C2COCC1CN(C2)CC2=C(N=C1N2C=CC=C1)C1=CC=C(C=C1)Cl Ethyl-7-{[2-(4-chlorophenyl)imidazo[1,2-a]pyridin-3-yl]methyl}-3-oxa-7,9-diazabicyclo[3.3.1]nonan-9-carboxylat